(S)-6-(4-(5-fluoro-2-(tetrahydro-2H-pyran-4-yl)phenyl)piperidin-1-yl)-2-(pyrimidin-5-yl)-2-azaspiro[3.4]octane FC=1C=CC(=C(C1)C1CCN(CC1)[C@@H]1CC2(CN(C2)C=2C=NC=NC2)CC1)C1CCOCC1